N[C@H]1CN(C[C@@H](C1)F)C(=O)C=1C=CC=2N(C1)N=C(C2C)C=2N(C1=C(C=C(C=C1C2)F)C2CCN(CC2)C([C@H](C)OC)=O)CC2CC2 (S)-1-(4-(2-(6-((3r,5r)-3-amino-5-fluoropiperidine-1-carbonyl)-3-methylpyrazolo[1,5-a]pyridin-2-yl)-1-(cyclopropylmethyl)-5-fluoro-1H-indol-7-yl)piperidin-1-yl)-2-methoxypropan-1-one